(R)-2-(5-Methyl-5,6,7,8-tetrahydro-1,6-naphthyridine-6-carbonyl)-1H-benzo[d]imidazole-7-carbonitrile C[C@@H]1C=2C=CC=NC2CCN1C(=O)C1=NC2=C(N1)C(=CC=C2)C#N